IC=1C=NC2=C(C(=CC=C2C1)F)F 3-iodo-7,8-difluoroquinoline